N-(5-aminopentyl)-4-(7H-pyrrolo[2,3-d]pyrimidin-4-yl)-3,4-dihydro-2H-1,4-thiazine-6-carboxamide NCCCCCNC(=O)C1=CN(CCS1)C=1C2=C(N=CN1)NC=C2